Methyl 2-(4-((4-methoxybenzyl) oxy)-3-nitrophenyl)-3-oxobutanoate COC1=CC=C(COC2=C(C=C(C=C2)C(C(=O)OC)C(C)=O)[N+](=O)[O-])C=C1